C1(CC1)C1=CC(=NN1)NC1=NC(=NC=C1)N(C1CCC(CC1)CC(=O)NC1CC2=CC=CC=C2C1)C 2-(4-((4-((5-cyclopropyl-1H-pyrazol-3-yl)amino)pyrimidin-2-yl)(methyl)amino)cyclohexyl)-N-(2,3-dihydro-1H-inden-2-yl)acetamide